6-bromo-1-(2-methoxyphenyl)-1H-benzo[d]imidazole BrC=1C=CC2=C(N(C=N2)C2=C(C=CC=C2)OC)C1